3-(4-chloro-3-((4-methylpiperazin-1-yl)methyl)phenyl)-7-hydroxy-4H-benzopyran-4-one ClC1=C(C=C(C=C1)C1=COC2=C(C1=O)C=CC(=C2)O)CN2CCN(CC2)C